3-amino-5-methylthieno[3,2-c]pyridin-4(5H)-one NC1=CSC2=C1C(N(C=C2)C)=O